C(CCCCCCCCCCC)(=O)[NH2]=O Lauramide oxide